S(=O)(=O)(C1=CC=C(C)C=C1)C1=CC=C(C=C1)N[C@@H](C)C(=O)O N-p-tosyl-phenylalanine